1-fluoropyridinium triflate [O-]S(=O)(=O)C(F)(F)F.F[N+]1=CC=CC=C1